CC(C)(C)[Si](OC(C(=O)O)=C)(C)C ([(1,1-dimethylethyl)dimethylsilyl]oxy)2-propenoic acid